CN(NC)CC=1N(C2=CC=CC=C2C1)C(C(=O)O)(N(C(CCNC(C(C(C(NCCNC(CC)=O)=O)O)O)=O)=O)C)C (2-((1,2-Dimethylhydrazino)methyl)-1H-indol-1-yl)-9,10-dihydroxy-2,3-dimethyl-4,8,11,16-tetraoxo-3,7,12,15-tetraazaoctadecan-1-oic acid